BrC=1C(=NC(=C(C1)C)C)NC1=C(C=C2C=NNC2=C1C)C N-(3-bromo-5,6-dimethylpyridin-2-yl)-5,7-dimethyl-1H-indazol-6-amine